1,4-diaminocyclohexan NC1CCC(CC1)N